CC(C)(C)[S@](=O)N[C@H](C)C=1OC=C(N1)C1=CC=CC=C1 (S)-2-methyl-N-((R)-1-(4-phenyloxazol-2-yl)ethyl)propane-2-sulfinamide